CC(C(=O)OCCO)C ethylene glycol methyl-propionate